N-(3-Chloro-1H-indol-7-yl)-1-(4-piperidyl)pyrazol-4-sulfonamid ClC1=CNC2=C(C=CC=C12)NS(=O)(=O)C=1C=NN(C1)C1CCNCC1